FC1=CC=2N(C=C1)C(=CN2)C2=C1CNC(C1=C(C=C2)NC2=NC(=C(C=C2)[C@@H]2COCC2)N2CCN(CC2)C)=O (R)-4-(7-fluoro-imidazo[1,2-a]pyridin-3-yl)-7-((6-(4-methylpiperazin-1-yl)-5-(tetrahydrofuran-3-yl)pyridin-2-yl)amino)isoindolin-1-one